COC(C1CCN(CC1)C1=C(C#N)C=C(C=C1)B1OC(C(O1)(C)C)(C)C)OC 2-[4-(dimethoxymethyl)piperidin-1-yl]-5-(4,4,5,5-tetramethyl-1,3,2-dioxaborolan-2-yl)benzonitrile